N,N,N-trimethyl-(11-mercaptoundecyl)ammonium chloride [Cl-].C[N+](C)(C)CCCCCCCCCCCS